O=C(CCC(=O)O)N[C@@H](C(N1CCN(CC1)C1=CC(=CC=C1)C(F)(F)F)=O)C1=CC=CC=C1 (R)-4-Oxo-4-((2-Oxo-1-Phenyl-2-(4-(3-(Trifluoromethyl)Phenyl)Piperazin-1-yl)Ethyl)Amino)Butanoic Acid